(R)-N-((R)-1-(3-(1,1-difluoro-2-methoxyethyl)phenyl)ethyl)-2-methylpropane-2-sulfonamide FC(COC)(F)C=1C=C(C=CC1)[C@@H](C)NS(=O)(=O)C(C)(C)C